(2-(2-(Hydroxymethyl)cyclopropyl)pyrimidin-4-yl)carbamic acid tert-butyl ester C(C)(C)(C)OC(NC1=NC(=NC=C1)C1C(C1)CO)=O